(3S,6S,7R,8R)-8-benzyl-3-[({3-[(isobutyryl)methoxy]-4-methoxypyridin-2-yl}carbonyl)amino]-6-methyl-4,9-dioxo-1,5-dioxo-nonane C(C1=CC=CC=C1)[C@@H](C[C@@H](C(C([C@H](CC=O)NC(=O)C1=NC=CC(=C1OCC(C(C)C)=O)OC)=O)=O)C)C=O